N-((1s,3s)-3-(6-((4-(4-(7-(2-(2,6-dioxopiperidin-3-yl)-1,3-dioxoisoindolin-5-yl)-7-azaspiro[3.5]nonan-2-yl)piperazin-1-yl)phenyl)amino)-9H-purin-9-yl)cyclobutyl)-6-methylpicolinamide O=C1NC(CC[C@@H]1N1C(C2=CC=C(C=C2C1=O)N1CCC2(CC(C2)N2CCN(CC2)C2=CC=C(C=C2)NC2=C3N=CN(C3=NC=N2)C2CC(C2)NC(C2=NC(=CC=C2)C)=O)CC1)=O)=O